C(C)(C)(C)OC(=O)N1C[C@@H]2C([C@@H]2C1)(CO)F (1R,5S,6r)-6-fluoro-6-(hydroxymethyl)-3-azabicyclo[3.1.0]hexane-3-carboxylic acid tert-butyl ester